ClC=1C(=C2C=NNC2=C(C1F)NC(C)C)C=1N=CC=2N(C1)C=C(N2)NC(=O)C2NCC2 N-(6-(5-chloro-6-fluoro-7-(isopropylamino)-1H-indazol-4-yl)imidazo[1,2-a]pyrazin-2-yl)azetidine-2-carboxamide